(1R,5R,6S)-8-benzyl-6-(phenylsulfonyl)-8-azabicyclo[3.2.1]oct-3-en-2-one C(C1=CC=CC=C1)N1[C@H]2C(C=C[C@@H]1[C@H](C2)S(=O)(=O)C2=CC=CC=C2)=O